Cyclopropylmethyl (tert-butoxycarbonyl)-L-alaninate C(C)(C)(C)OC(=O)N[C@@H](C)C(=O)OCC1CC1